COC=1C=C(/C=C/C2(CC=C(C=C2)O)O[Si](CC)(CC)CC)C=C(C1)OC (E)-4-(3,5-dimethoxystyryl)-4-triethylsiloxyphenol